FC=1C(=CC=C2C(=NC(=NC12)OC[C@H]1N(CCC1)C)N1C[C@H]2CC[C@@H](C1)N2S(=O)(=O)CCCN2CCN(CC2)C)C2=CC(=CC1=CC=CC=C21)O 4-(8-fluoro-4-((1R,5S)-8-((3-(4-methylpiperazin-1-yl)propyl)sulfonyl)-3,8-diazabicyclo[3.2.1]octan-3-yl)-2-(((S)-1-methylpyrrolidin-2-yl)methoxy)quinazolin-7-yl)naphthalen-2-ol